C(#N)[C@H]1N(CC(C1)(F)F)C(CNC(=O)C1=CC=NC2=CC=C(C=C12)C1=CC=C(C=C1)C(F)(F)F)=O (S)-N-(2-(2-cyano-4,4-difluoropyrrolidin-1-yl)-2-oxoethyl)-6-(4-(trifluoromethyl)phenyl)quinoline-4-carboxamide